C(CN(CC(=O)[O-])CC(=O)[O-])N(CC(=O)[O-])CC(=O)[O-].[Na+].[Na+].[Na+].[Na+] Tetrasodium ethylenediaminetetraacetate